2-amino-N-phenyl-acetamide NCC(=O)NC1=CC=CC=C1